C(C)N(C(CC1(CCOCC1)O)=O)C N-ethyl-2-(4-hydroxytetrahydro-2H-pyran-4-yl)-N-methylacetamide